C(C)[C@@H]1OC1 (S)-ethyloxirane